NC1=CC2=C(C=N1)C[C@@H]1CC[C@H]2N1C(=O)NC1=CC(=C(C=C1)Cl)Cl (5R,8S)-3-amino-N-(3,4-dichlorophenyl)-6,7,8,9-tetrahydro-5H-5,8-epiminocyclohepta[c]-pyridine-10-carboxamide